5-(1-(2,2-difluoroethyl)-2-methyl-1H-imidazo[4,5-b]pyridin-6-yl)-N-(2-methyl-2-azaspiro[3.3]heptan-6-yl)pyrrolo[2,1-f][1,2,4]triazin-2-amine FC(CN1C(=NC2=NC=C(C=C21)C=2C=CN1N=C(N=CC12)NC1CC2(CN(C2)C)C1)C)F